C(C)(C)(C)OC(=O)N1CC2(CC1C)CC=1C(=CN=C(C1)NC1CC1)O2 5-(cyclopropylamino)-5'-methyl-3H-spiro[furo[2,3-c]pyridine-2,3'-pyrrolidine]-1'-carboxylic acid tert-butyl ester